tetradecyl-1,3-dimethylbutyl ether C(CCCCCCCCCCCCC)C(CC(C)C)(C)OC(CC(C)C)(CCCCCCCCCCCCCC)C